BrC1=CN=C(S1)C1CCC(CC1)NC(O)=O N-[4-(5-bromothiazol-2-yl)cyclohexyl]Carbamic acid